C1(CC1)CC1=CNC2=NN(C(C(=C21)C2=CC=C(C=C2)OC(F)F)=O)C2=CC1=CN(N=C1C=C2)C 5-(cyclopropylmethyl)-4-(4-(difluoromethoxy)phenyl)-2-(2-methyl-2H-indazol-5-yl)-2,7-dihydro-3H-pyrrolo[2,3-c]pyridazin-3-one